4-[(1s,2r)-bicyclo[2.2.1]hept-2-yloxy]-6-(prop-2-yloxy)quinoline-7-carboxamide [C@H]12[C@@H](CC(CC1)C2)OC2=CC=NC1=CC(=C(C=C21)OC(C)C)C(=O)N